4-isopropyl-5-(8-methyl-[1,2,4]triazolo[1,5-a]pyridin-6-yl)-1H-pyrazole-3-carboxylic acid C(C)(C)C=1C(=NNC1C=1C=C(C=2N(C1)N=CN2)C)C(=O)O